4-Chloro-N-{[(9H-fluoren-9-yl)methoxy]carbonyl}-3-fluoro-L-phenylalanine ClC1=C(C=C(C[C@H](NC(=O)OCC2C3=CC=CC=C3C=3C=CC=CC23)C(=O)O)C=C1)F